2-propylpyrazolo[1,5-a]pyridine-5-carboxylic acid C(CC)C1=NN2C(C=C(C=C2)C(=O)O)=C1